3-(3-Methyl-4-((R)-1-((2R,3R,4R,5R,6R)-3,4,5-tris(benzyloxy)-6-((benzyloxy)methyl)tetrahydro-2H-pyran-2-yl)ethyl)phenyl)-5-(trifluoromethyl)pyridine CC=1C=C(C=CC1[C@@H](C)[C@H]1O[C@@H]([C@H]([C@@H]([C@@H]1OCC1=CC=CC=C1)OCC1=CC=CC=C1)OCC1=CC=CC=C1)COCC1=CC=CC=C1)C=1C=NC=C(C1)C(F)(F)F